4-[3-Carbamoyl-4-[[2-(4-pyridyl)oxazole-4-carbonyl]amino]pyrazol-1-yl]benzoic acid C(N)(=O)C1=NN(C=C1NC(=O)C=1N=C(OC1)C1=CC=NC=C1)C1=CC=C(C(=O)O)C=C1